COC1=C(C=CC=C1)CC(=O)N1CC2=C(N=C(NC2=O)C2(CC2)C2=CC=CC=C2)CC1 6-(2-(2-methoxyphenyl)acetyl)-2-(1-phenylcyclopropyl)-5,6,7,8-tetrahydropyrido[4,3-d]pyrimidin-4(3H)-one